[14C](CCCCCCC\C=C/CCCCCCCC)(=O)OCC(O[14C](CCCCCCC\C=C/CCCCCCCC)=O)CO[14C](CCCCCCC\C=C/CCCCCCCC)=O glycerol tri[1-14C]oleate